C(C)(C)(C)OC(C(=C)CC=1SC(=NN1)CCCCCCCC)=O.C[C@]12CC3(CC(C[C@@](C1)(C3)C)C2)NC(NC2=CC=C(C(=O)NCCCCC(=O)NO)C=C2)=O 4-(3-((1r,3r,5s,7r)-3,5-dimethyladamantan-1-yl)ureido)-N-(5-(hydroxyamino)-5-oxopentyl)benzamide tert-butyl-2-((5-octyl-1,3,4-thiadiazol-2-yl)methyl)acrylate